(5R)-N-(3-fluoro-4-(trimethylsilyl)phenyl)-6-((3-hydroxy-1,2-oxazol-5-yl)acetyl)-2-methoxy-5,6,7,8-tetrahydro-1,6-naphthyridine-5-carboxamide FC=1C=C(C=CC1[Si](C)(C)C)NC(=O)[C@H]1C=2C=CC(=NC2CCN1C(CC1=CC(=NO1)O)=O)OC